1-methyl-1H-indole-5-carboxylic acid CN1C=CC2=CC(=CC=C12)C(=O)O